N-(2-((1S,4S)-2,5-diazabicyclo[2.2.1]hept-2-yl)-5-fluoro-4-(morpholinomethyl)phenyl)-2-(2-fluoro-6-methoxyphenyl)pyrimidine-4-carboxamide [C@@H]12N(C[C@@H](NC1)C2)C2=C(C=C(C(=C2)CN2CCOCC2)F)NC(=O)C2=NC(=NC=C2)C2=C(C=CC=C2OC)F